Quinazolin-7(1H)-one N1C=NC=C2C=CC(C=C12)=O